6,7-dimethoxy-4-(piperidine-1-carbonyl)isoquinolin-1(2H)-one COC=1C=C2C(=CNC(C2=CC1OC)=O)C(=O)N1CCCCC1